5-{6-methyl-4-[(1-methylcyclopropyl)amino]furo[2,3-d]pyrimidine-5-carbonyl}-4h,5h,6h,7h-pyrazolo[1,5-a]pyrazine-2-carbonitrile CC1=C(C2=C(N=CN=C2NC2(CC2)C)O1)C(=O)N1CC=2N(CC1)N=C(C2)C#N